(R)-2-(1-(5-bromopyridin-2-yl)ethoxy)ethanol BrC=1C=CC(=NC1)[C@@H](C)OCCO